Adenosine 5'-hexadecylphosphate CCCCCCCCCCCCCCCCOP(=O)(O)OC[C@@H]1[C@H]([C@H]([C@@H](O1)N2C=NC3=C(N=CN=C32)N)O)O